O=C1NC(CC[C@@H]1C1=CC(=C(C=C1)N1CCC(CC1)CNC1CC(C1)NC(OC(C)(C)C)=O)F)=O tert-butyl ((1r,3r)-3-(((1-(4-(2,6-dioxopiperidin-3-yl)-2-fluorophenyl)piperidin-4-yl)methyl)amino)cyclobutyl)carbamate